C(C)(C)(C)OC(=O)NCCCC(=O)NC=1C=C(C=CC1)[C@@H](C(=O)OC)N1CC2=CC=CC=C2C1 methyl (S)-2-(3-(4-((tert-butoxycarbonyl)amino)butanamido)phenyl)-2-(isoindolin-2-yl)acetate